C(C)(=O)OCC1=NN2C(C(=CC(=C2)NC(=O)C2=CC=C(C3=CN(N=C23)C)N2CCN(CC2)C(=O)OC(C)(C)C)F)=N1 tert-butyl 4-[7-({2-[(acetyloxy)methyl]-8-fluoro-[1,2,4]triazolo[1,5-a]pyridin-6-yl}carbamoyl)-2-methylindazol-4-yl]piperazine-1-carboxylate